2-chloro-amino-2-aminopyridine ClC1(NC=CC=C1N)N